2-(2-fluoropyridine-3-yl)thiazole-4-carboxamide FC1=NC=CC=C1C=1SC=C(N1)C(=O)N